BrC=1C=CC(=NC1)NC(OC(C)(C)C)=O tert-Butyl N-(5-bromo-2-pyridyl)carbamate